ClC1=C(C=CC=C1)C1=C(NC2=C1C(N(C=C2)C)=O)C2=CC(=NC=C2)NC(C(C)C2=CC=C(C=C2)F)=O N-{4-[3-(2-chlorophenyl)-5-methyl-4-oxo-4,5-dihydro-1H-pyrrolo[3,2-c]pyridin-2-yl]pyridin-2-yl}-2-(4-fluorophenyl)propanamide